tert-butyl 4-(2-(3-chloro-4-(dimethylcarbamoyl)phenyl)-2,7-diazaspiro[3.5]nonan-7-yl)piperidine-1-carboxylate ClC=1C=C(C=CC1C(N(C)C)=O)N1CC2(C1)CCN(CC2)C2CCN(CC2)C(=O)OC(C)(C)C